Cl.C(C)(=O)N[C@](N)([C@@H](C1=CC=CC=C1)C)C(=O)O (2R,3R)-2-acetamido-3-methyl-3-phenylalanine hydrochloride